C1(CC1)OC=1C(=CC2=CN(N=C2C1)C1CCC(CC1)N(C(C)=O)C)C(=O)NC=1C=NN2C1N=CC=C2 6-cyclopropoxy-2-((1r,4r)-4-(N-methylacetamido)cyclohexyl)-N-(pyrazolo[1,5-a]pyrimidin-3-yl)-2H-indazole-5-carboxamide